6-(5-amino-1-((1r,4R)-4-hydroxycyclohexyl)-1H-pyrazol-4-yl)-4-((R)-1-(5-fluoropyridin-2-yl)ethoxy)pyrazolo[1,5-a]pyridine-3-carbonitrile NC1=C(C=NN1C1CCC(CC1)O)C=1C=C(C=2N(C1)N=CC2C#N)O[C@H](C)C2=NC=C(C=C2)F